ClC=1C(=C(NC2=C(NC3=C2C(NCC3)=O)C3=C(C=NC=C3)OCC3(N(CC3)C)C)C=CC1)OC 3-(3-chloro-2-methoxyanilino)-2-{3-[(1,2-dimethylazetidin-2-yl)methoxy]pyridin-4-yl}-1,5,6,7-tetrahydro-4H-pyrrolo[3,2-c]pyridin-4-one